5-(3-((1-((1-(3-aminopropyl)-3-(4-(trifluoromethoxy)phenyl)-1H-indol-5-yl)methyl)piperidin-4-yl)oxy)prop-1-yn-1-yl)-2-(2,6-dioxopiperidin-3-yl)isoindoline-1,3-dione NCCCN1C=C(C2=CC(=CC=C12)CN1CCC(CC1)OCC#CC=1C=C2C(N(C(C2=CC1)=O)C1C(NC(CC1)=O)=O)=O)C1=CC=C(C=C1)OC(F)(F)F